methyl-4-[(1-methylcyclopropyl)amino]-N-(4-methylphenyl)furo[2,3-d]pyrimidine-5-carboxamide CC=1N=C(C2=C(N1)OC=C2C(=O)NC2=CC=C(C=C2)C)NC2(CC2)C